COCC(CC)OC 1,2-dimethoxybutane